C(C1=CC=CC=C1)N(C[C@H](O)C1=CC(=CC=C1)O)C (1R)-2-(benzyl-methylamino)-1-(3-hydroxyphenyl)ethanol